N-(2-aminoethyl)-3-aminopropyl-methyl-dimethoxysilicon NCCNCCC[Si](OC)(OC)C